(R or S)-1-((3-(2-(5-fluoro-thiophen-2-yl)ethyl)-1-(2-(6-methylpyridin-3-yl)propan-2-yl)pyrrolidin-3-yl)methyl)guanidine citrate C(CC(O)(C(=O)O)CC(=O)O)(=O)O.FC1=CC=C(S1)CC[C@]1(CN(CC1)C(C)(C)C=1C=NC(=CC1)C)CNC(=N)N |o1:21|